Ethyl (S)-3-(3-(4-Hydroxy-1,6-dimethyl-2-oxo-1,2-dihydropyridin-3-yl)ureido)-3-(3'-methoxy-5-methylbiphenyl-3-yl)propanoat OC1=C(C(N(C(=C1)C)C)=O)NC(N[C@@H](CC(=O)OCC)C=1C=C(C=C(C1)C)C1=CC(=CC=C1)OC)=O